N1,N4-bis(2-ethylhexyl)-N1,N4-Di(4-methylpent-2-yl)benzene-1,4-diamine C(C)C(CN(C1=CC=C(C=C1)N(C(C)CC(C)C)CC(CCCC)CC)C(C)CC(C)C)CCCC